16-Methylheptadecanoylcarnitine CC(CCCCCCCCCCCCCCC(=O)C(O)(C[N+](C)(C)C)CC([O-])=O)C